(mesitylene) chromium [Cr].C1(=CC(=CC(=C1)C)C)C